BrC=1C=C(C(=NC1)CNC1CC1)F N-((5-bromo-3-fluoropyridin-2-yl)methyl)cyclopropaneamine